4-(4-aminopiperazin-1-yl)-3,3-difluoropiperidine-1-carboxylic acid tert-butyl ester C(C)(C)(C)OC(=O)N1CC(C(CC1)N1CCN(CC1)N)(F)F